2,5-dichloro-4-(1,1,2,3,3,3-hexafluoropropoxy)nitrobenzene sodium methylenebis(benzyl-naphthalenesulfonate) C(C1=C(C2=CC=CC=C2C=C1CC1=CC=CC=C1)S(=O)(=O)[O-])C1=C(C2=CC=CC=C2C=C1CC1=CC=CC=C1)S(=O)(=O)[O-].[Na+].ClC1=C(C=C(C(=C1)OC(C(C(F)(F)F)F)(F)F)Cl)[N+](=O)[O-].[Na+]